N4-(5-amino-2-fluorophenyl)-5-bromo-N2-(1-methyl-1H-pyrazol-4-yl)pyrimidine-2,4-diamine NC=1C=CC(=C(C1)NC1=NC(=NC=C1Br)NC=1C=NN(C1)C)F